C(C1=CC=CC=C1)OC=1C(=NC(=NC1)Cl)Cl 5-benzyloxy-2,4-dichloro-pyrimidine